ClC1=CC=C2CCN=C(C2=C1)C1=C(SC=C1)C 7-chloro-1-(2-methylthiophene-3-yl)-3,4-dihydroisoquinoline